COC1=CC2=C(N=C(S2)C2=CC=C(S2)C(=O)O)C=C1 5-(6-methoxy-benzothiazol-2-yl)-thiophene-2-carboxylic acid